N-methoxy-N,1,2-trimethyl-5-phenyl-1H-pyrrole-3-carboxamide CON(C(=O)C1=C(N(C(=C1)C1=CC=CC=C1)C)C)C